Cl.CN1C(CC(C2=CC=CC=C12)CN)=O (1-Methyl-2-oxo-1,2,3,4-tetrahydroquinolin-4-yl)methanamine hydrochloride